2-(tert-butoxycarbonyl)-N5-trityl-L-glutamine C(C)(C)(C)OC(=O)[C@](N)(CCC(NC(C1=CC=CC=C1)(C1=CC=CC=C1)C1=CC=CC=C1)=O)C(=O)O